O1C[C@H](CC1)OC1=CC=CC=N1 6-(((S)-tetrahydrofuran-3-yl)oxy)pyridine